Ethyl 4-(5-cyclopropyl-7-(5-methoxypyridin-3-yl)-7H-pyrrolo[2,3-d]pyrimidin-4-yl)piperazine-1-carboxylate C1(CC1)C1=CN(C=2N=CN=C(C21)N2CCN(CC2)C(=O)OCC)C=2C=NC=C(C2)OC